CC1(OCC[C@@H](C1)C1=NC2=CC=C(C=C2C=C1)C=O)C (S)-2-(2,2-Dimethyltetrahydro-2H-pyran-4-yl)quinoline-6-carbaldehyde